4-(Benzyloxy)-2-((2R,3S,4S,5R)-3-(3,4-difluoro-2-methoxyphenyl)-4,5-dimethyl-5-(trifluoromethyl)tetrahydrofuran-2-yl)-N,6-dimethylpyrimidin-5-amine C(C1=CC=CC=C1)OC1=NC(=NC(=C1NC)C)[C@@H]1O[C@]([C@H]([C@H]1C1=C(C(=C(C=C1)F)F)OC)C)(C(F)(F)F)C